CSCOC1=CC=C(C=C1)NC(C)=O N-(4-(methylthiomethoxy)phenyl)acetamide